I[Ru-](C1(C(C(C(C=C1)C)(C)C)(C)C)C)I Diiodo(hexamethylphenyl)ruthenium (II)